CC=1C=C(C=C2C=NNC12)C[C@H](C(N1CCN(CC1)C1=CC=NC=C1)=O)NC(=O)N1CCC(CC1)N1C(NC2=CC=CC=C2C1)=O |r| (±)-4-(2-Oxo-1,4-dihydro-2H-quinazolin-3-yl)-piperidine-1-carboxylic acid [1-(7-methyl-1H-indazol-5-ylmethyl)-2-oxo-2-(4-pyridin-4-yl-piperazin-1-yl)-ethyl]-amide